C1=CC=C(C(=C1)Cl)I 2-iodochlorobenzene